7-((5-(4-methylpiperazin-1-yl)pyridin-2-yl)amino)-4-(6-(trifluorometh-yl)-1H-pyrrolo[2,3-b]pyridin-3-yl)-2,3-dihydro-1H-pyrrolo[3,4-c]pyridin-1-one CN1CCN(CC1)C=1C=CC(=NC1)NC=1C2=C(C(=NC1)C1=CNC3=NC(=CC=C31)C(F)(F)F)CNC2=O